catechol-3,5-disulfonic acid C1(O)=C(O)C(=CC(=C1)S(=O)(=O)O)S(=O)(=O)O